O1CCC(CC1)COC1=C(CO)C=C(C=C1)S(=O)(=O)N1[C@@H](CCC2=CC(=CC=C12)CC)CC(F)(F)F (S)-2-((tetrahydro-2H-pyran-4-yl)methoxy)-5-((2-(2,2,2-trifluoroethyl)-6-ethyl-3,4-dihydroquinolin-1(2H)-yl)sulfonyl)benzyl Alcohol